[Ti+4].CC(C(C(=O)[O-])(C)C)(CCCC(=O)[O-])C.CC(C(C(=O)[O-])(C)C)(CCCC(=O)[O-])C bis(tetramethylpimelate) titanium